N-(4-Aminophenyl)-4-aminobenzamid NC1=CC=C(C=C1)NC(C1=CC=C(C=C1)N)=O